NC=1C=NN(C1)C(C)C1=NC=C(C(=N1)C)N1C([C@@H]2C[C@@H]2C1)=O (1R,5S)-3-(2-(1-(4-amino-1H-pyrazol-1-yl)ethyl)-4-methylpyrimidin-5-yl)-3-azabicyclo[3.1.0]hexan-2-one